[N+](=O)(OCCCCNC(CCC[C@H]1CC[C@H]2[C@@H](OC1)C[C@H]([C@@H]2\C=C\[C@H](COC2=C(C=CC(=C2)F)F)O)O)=O)[O-] 4-[(4-{(3S,5aR,6R,7R,8aS)-6-[(E,3R)-4-(2,5-difluorophenoxy)-3-hydroxy-1-buten-1-yl]-7-hydroxyoctahydro-2H-cyclopenta[b]oxepin-3-yl}butanoyl)amino]butyl nitrate